2-(3-trifluoromethoxyphenyl)-7-azaspiro[3.5]Nonane-7-carboxylic acid tert-butyl ester C(C)(C)(C)OC(=O)N1CCC2(CC(C2)C2=CC(=CC=C2)OC(F)(F)F)CC1